4-hydroxy-methylisopropyltryptamine OC=1C=CC=C2NC=C(CCN(C(C)C)C)C12